OC1=C(C(=C2C(C=C(OC2=C1OC)C1=CC=C(C=C1)OC)=O)OC)OC 7-Hydroxy-5,6,8,4'-tetramethoxyflavone